salicylidenetetra(aminomethyl)methane C(C=1C(O)=CC=CC1)=C(N)C(CN)(CN)CN